(R)-2-amino-N-((S)-1-(((S)-5-amino-1-(3-benzyl-1,2,4-oxadiazol-5-yl)pentyl)amino)-3-(4-hydroxy-2,6-dimethylphenyl)-1-oxopropan-2-yl)-5-guanidino-pentanamide N[C@@H](C(=O)N[C@H](C(=O)N[C@@H](CCCCN)C1=NC(=NO1)CC1=CC=CC=C1)CC1=C(C=C(C=C1C)O)C)CCCNC(=N)N